O=C(CC(=O)OC[C@H]1OCCC1)C (S)-(tetrahydrofuran-2-yl)methyl 3-oxobutanoate